C1(CCCC1)C1=NOC2=C1N=C(NC2=O)C2=C(C=CC=C2)O 3-cyclopentyl-5-(2-hydroxyphenyl)isoxazolo[4,5-d]pyrimidin-7(6H)-one